O1CCC(CC1)NC(=O)C1=CC(=C2N1N=CC=C2)CC=2C=CC(=NC2)Cl N-(Tetrahydropyran-4-yl)-5-(2-chloropyridin-5-ylmethyl)-pyrrolo[1,2-b]pyridazine-7-carboxamide